FC=1C=C(C=CC1OC)C1=CN=C2N1C=CN=C2NC2=CC(=C(C(=O)NCC1COCC1)C=C2)C 4-((3-(3-fluoro-4-methoxyphenyl)imidazo[1,2-a]pyrazin-8-yl)amino)-2-methyl-N-((tetrahydrofuran-3-yl)methyl)benzamide